ClC1=CC=C(C=C1)C(\C=C/C=1C=CC(=C(C(=O)OC)C1)O)=O Methyl 5-[(Z)-3-(4-chlorophenyl)-3-oxoprop-1-enyl]-2-hydroxybenzoate